CC=1N=COC1C(=O)N[C@@H]1CCC2=CC(=CC=C12)C1=NOC(=N1)C([2H])([2H])[2H] (R)-4-methyl-N-(5-(5-(methyl-d3)-1,2,4-oxadiazol-3-yl)-2,3-dihydro-1H-inden-1-yl)oxazole-5-carboxamide